N-(3-methoxypropyl)-N-methyl-4-(4,4,5,5-tetramethyl-1,3,2-dioxaborolan-2-yl)benzamide COCCCN(C(C1=CC=C(C=C1)B1OC(C(O1)(C)C)(C)C)=O)C